C(C)(C)(C)OC(=O)N1CCN(CC1)CC1(CCC(=C(C1)C(=O)OCC)C1=CC=C(C=C1)Cl)C 4-((4'-chloro-6-(ethoxycarbonyl)-4-methyl-2,3,4,5-tetrahydro-[1,1'-biphenyl]-4-yl)methyl)piperazine-1-carboxylic acid tert-butyl ester